C(=O)(OC(C)(C)C)N1CC2C(C1)CC(C2)=O N-Boc-hexahydro-5-oxo-cyclopenta[c]pyrrole